BrC1=C2CCC3(C2=C(C=C1)O)CCOC1=CC=CC(=C13)O 4'-bromo-5-hydroxy-7'-hydroxy-spiro[chromane-4,1'-indane]